ClC1=CC(=C(C=C1)C1=NC(=CC(=C1C=O)C(=O)OCC)N1CC(OCC1)C=1C=NN(C1)C1CC1)F ethyl 2-(4-chloro-2-fluoro-phenyl)-6-[2-(1-cyclopropylpyrazol-4-yl) morpholin-4-yl]-3-formyl-pyridine-4-carboxylate